N-(3-(2-(((1R,4R)-4-aminocyclohexyl)amino)quinazolin-6-yl)-2,4-difluorophenyl)-2-chlorobenzenesulfonamide NC1CCC(CC1)NC1=NC2=CC=C(C=C2C=N1)C=1C(=C(C=CC1F)NS(=O)(=O)C1=C(C=CC=C1)Cl)F